methyl 1-(4-((2R,4s,6S)-2-cyano-7-((5-methoxy-7-methyl-1H-indol-4-yl)methyl)-7-azaspiro[3.5]nonan-6-yl)benzamido)cyclopropane-1-carboxylate C(#N)C1CC2(C1)C[C@H](N(CC2)CC2=C1C=CNC1=C(C=C2OC)C)C2=CC=C(C(=O)NC1(CC1)C(=O)OC)C=C2